C(C)(C)(C)C=1N=C(N(C1)C(=O)NCCCC(C)C)OC (tert-butyl)-2-methoxy-N-(4-methylpentyl)-1H-imidazole-1-carboxamide